ClC=1C(=NC(=NC1)F)NC1=CC=C2C(=NN(C2=C1)CCC(C)(O)C)C 4-(6-((5-chloro-2-fluoropyrimidin-4-yl)amino)-3-methyl-1H-indazol-1-yl)-2-methylbutan-2-ol